iodo-3-fluoropyridine IC1=NC=CC=C1F